O(C1=CC=C(C=O)C=C1)C1=CC=C(C=O)C=C1 4,4'-oxybis(benzaldehyde)